C1(CC1)\C=C\1/[C@@H]2[C@H]([C@H]([C@H]1CC2)CNC2=CC(=C(C=C2)F)C(F)(F)F)N (1R,2R,3R,4R,Z)-7-(cyclopropylmethylene)-3-(((4-fluoro-3-(trifluoromethyl)phenyl)amino)methyl)bicyclo[2.2.1]heptan-2-amine